N-[(1S)-2-amino-1-methyl-ethyl]-5,6-dimethyl-pyrido[4,3-b]carbazole-9-carboxamide NC[C@H](C)NC(=O)C1=CC=2C=3C=C4C(=C(C3N(C2C=C1)C)C)C=CN=C4